2,4,5,6-tetrahydro-pyrrolo[3,4-c]pyrazole-3-carboxylic acid N=1NC(=C2C1CNC2)C(=O)O